[Se]=S.[Li] lithium-selenium sulphide